p-Nitrophenyl β-l-glucopyranoside O([C@@H]1[C@@H](O)[C@H](O)[C@@H](O)[C@@H](O1)CO)C1=CC=C(C=C1)[N+](=O)[O-]